C(C)(C)(C)C=1C=C(C=C(C1O)C(C)(C)C)CCC(=O)NC1=CC=C(C=C1)C=C 3-(3,5-di-tertiary butyl-4-hydroxy-phenyl)-N-(4-vinyl-phenyl)propionamide